N2,7-dimethyl-guanine CNC=1NC(C=2N(C=NC2N1)C)=O